[2-(trifluoromethyl)-4-pyridyl]Boronic acid FC(C1=NC=CC(=C1)B(O)O)(F)F